2-benzoylbenzene C(C1=CC=CC=C1)(=O)C1=CC=CC=C1